C(#N)C1=NC2=CC(=CC(=C2N=C1N1CC=2C=NC=CC2C1)[C@@H](C)NC1=C(C(=O)O)C=CC=C1)C (R)-2-((1-(2-cyano-3-(1,3-dihydro-2H-pyrrolo[3,4-c]pyridin-2-yl)-7-methylquinoxalin-5-yl)ethyl)amino)benzoic acid